(2-(1-(oxetan-3-yl)piperidin-4-yl)ethyl)benzamide O1CC(C1)N1CCC(CC1)CCC1=C(C(=O)N)C=CC=C1